CN(C(=O)C1=CSC=C1)C1CCOCC1 N-methyl-N-(tetrahydro-2H-pyran-4-yl)thiophene-3-carboxamide